5,5'-di-tert-butyl-2,2'-dihydroxybiphenyl-3,3'-dicarboxaldehyde C(C)(C)(C)C=1C=C(C(=C(C1)C1=C(C(=CC(=C1)C(C)(C)C)C=O)O)O)C=O